bicyclo[2.2.2]octane-1,4-dicarboxylic acid [4-(1-carbamimidoyl-1,2,3,6-tetrahydro-pyridin-4-yl)-phenyl]-amide [4-(2-guanidino-ethyl)-phenyl]-amide N(C(=N)N)CCC1=CC=C(C=C1)NC(=O)C12CCC(CC1)(CC2)C(=O)NC2=CC=C(C=C2)C=2CCN(CC2)C(N)=N